ClC=1C(=C(C=CC1)NC1=C(NC2=C1C(NCC2)=O)C2=NC(=NC=C2)NC2=NN(N=C2)C)OC 3-[(3-chloro-2-methoxyphenyl)amino]-2-{2-[(2-methyl-1,2,3-triazol-4-yl)amino]pyrimidin-4-yl}-1H,5H,6H,7H-pyrrolo[3,2-c]pyridin-4-one